C(C)(C)(C)OC(COCCOCCOC1=CC(=CC(=C1)OC(F)(F)F)N)=O.ClC=1C(=C(C=C(C1)F)C(C)N1C([C@H](CC1)O)=O)COC1=CC=C(C=C1)OC (S)-1-((e)-1-(3-chloro-5-fluoro-2-((4-methoxyphenoxy)methyl)phenyl)ethyl)-3-hydroxypyrrolidin-2-one tert-Butyl-2-(2-(2-(3-amino-5-(trifluoromethoxy)phenoxy)ethoxy)ethoxy)acetate